COC1=CC=C(C=N1)C[C@@H]1C[C@H](N(C1)C(=O)OC(C)(C)C)C(=O)OC O1-tert-butyl O2-methyl (2S,4R)-4-[(6-methoxy-3-pyridyl)methyl]pyrrolidine-1,2-dicarboxylate